FC(C1=NN(C=C1S(=O)(=O)C(C)(C)C1CCN(CC1)C(=O)NC1=NOC(=C1)C)C)F 4-(2-((3-(difluoro-methyl)-1-methyl-1H-pyrazol-4-yl)sulfonyl)propan-2-yl)-N-(5-methyl-isoxazol-3-yl)piperidine-1-carboxamide